(+/-)-1-cyclohexylethanol C1(CCCCC1)[C@@H](C)O |r|